1-(6-(4-ethoxy-2-(4-((4-methylpiperazin-1-yl)methyl)phenyl)-1H-pyrrolo[2,3-b]pyridin-3-yl)indolin-1-yl)prop-2-en-1-one C(C)OC1=C2C(=NC=C1)NC(=C2C2=CC=C1CCN(C1=C2)C(C=C)=O)C2=CC=C(C=C2)CN2CCN(CC2)C